(Z)-N,N-dimethyltricosa-14,17-dien-4-amine CN(C(CCC)CCCCCCCCC\C=C/CC=CCCCCC)C